NC(C(CC)C)C=1SCCN1 1-amino-2-methylbutyl-4,5-dihydro-1,3-thiazole